COC1=C(C[C@H]2[C@H]3C[C@H]3CN2C2=CC(=CC(N2)=O)N2CCOCC2)C=CC=C1 6-((1S,2S,5R)-2-(2-methoxybenzyl)-3-azabicyclo[3.1.0]hexan-3-yl)-4-morpholinopyridin-2(1H)-one